C(C1=CC=CC=C1)OC(CNC(C1=C(C=CC=C1)N)=O)=O (2-Aminobenzoyl)glycine benzyl ester